(chloro) vinyl ketone C(=C)C(=O)Cl